COC1=C(C(=CC(=C1)OC)OC)NC(C(C)=O)=O N-(2,4,6-trimethoxyphenyl)-2-oxo-propanamide